ClC1=C(C=CC=C1)CC(=O)NC1=CC(=C2C=C(N=CC2=C1)C(F)(F)F)S(N)(=O)=O 2-(2-chlorophenyl)-N-(5-sulfamoyl-3-(trifluoromethyl)isoquinolin-7-yl)acetamide